1-(4-butoxynaphthyl)-1H-thiophene C(CCC)OC1=CC=C(C2=CC=CC=C12)S1C=CC=C1